1-methyl-4-vinylpyridin-1-ium chloride [Cl-].C[N+]1=CC=C(C=C1)C=C